1-((6Z,9Z,28Z,31Z)-heptatriaconta-6,9,28,31-tetraen-19-yl)-3-(3-(piperidin-1-yl)propyl)thiourea CCCCC\C=C/C\C=C/CCCCCCCCC(CCCCCCCC\C=C/C\C=C/CCCCC)NC(=S)NCCCN1CCCCC1